(S)-4-(((S)-3-fluoro-2-methoxypropyl)(4-(5,6,7,8-tetrahydro-1,8-naphthyridin-2-yl)butyl)amino)-2-(1-(3-methoxypyrazin-2-yl)cyclopropane-1-carboxamido)butanoic acid FC[C@H](CN(CC[C@@H](C(=O)O)NC(=O)C1(CC1)C1=NC=CN=C1OC)CCCCC1=NC=2NCCCC2C=C1)OC